3-{5-[6-Amino-4-(chloromethyl)pyridin-2-yl]-1-oxo-2,3-dihydro-1H-isoindol-2-yl}piperidine NC1=CC(=CC(=N1)C=1C=C2CN(C(C2=CC1)=O)C1CNCCC1)CCl